CC=1C=C(C=C(C1)C)CC(=O)O 3,5-dimethylbenzeneacetic acid